O=C1N(CCC(N1)=O)C1=C(CN(C=2SC(=C(N2)C)C2=NC(=NC=C2F)NC=2C=C(C=CC2)S(=O)(=O)N)C)C=CC=C1 3-((4-(2-((2-(2,4-dioxotetrahydropyrimidin-1(2H)-yl)benzyl)(methyl)amino)-4-methylthiazol-5-yl)-5-fluoropyrimidin-2-yl)amino)benzenesulfonamide